Cl.OC(C1=CC=CC=C1)C1OC(=O)C2=CC=CC=C12 3-(hydroxybenzyl)phthalide compound with hydrochloric acid